OC1(CC(C1)(CO)CO)C(F)(F)F (3-hydroxy-3-(trifluoromethyl)cyclobutane-1,1-diyl)dimethanol